C(C1=CC=CC=C1)OC1=NC=NC(=C1OCC1=CC=CC=C1)CI 4,5-dibenzyloxy-6-(iodomethyl)pyrimidine